6-(7-((4-hydroxy-1-piperidinyl)carbonyl)-2-quinoxalinyl)-2-methyl-1(2H)-isoquinolinone OC1CCN(CC1)C(=O)C1=CC=C2N=CC(=NC2=C1)C=1C=C2C=CN(C(C2=CC1)=O)C